1-(2-chloro-5-(4-(((3R,4R)-3-fluoropiperidin-4-yl)oxy)piperidine-1-carbonyl)phenyl)dihydropyrimidine-2,4(1H,3H)-dione ClC1=C(C=C(C=C1)C(=O)N1CCC(CC1)O[C@H]1[C@@H](CNCC1)F)N1C(NC(CC1)=O)=O